1-((6-methoxypyridin-3-yl)methyl)-4-(5-(4,4,5,5-tetramethyl-1,3,2-dioxaborolan-2-yl)pyridin-2-yl)piperazine COC1=CC=C(C=N1)CN1CCN(CC1)C1=NC=C(C=C1)B1OC(C(O1)(C)C)(C)C